OCC[N+](C)(C)C.P(=O)(O)(O)OCC(O)CO phosphoglycerol choline